CN1C(C2=CC=C(C=C2C1)C1=NC(=C(C=2N1C=CN2)C#N)SCC(N2CCCCC2)=O)=O 5-(2-Methyl-1-oxoisoindol-5-yl)-7-((2-oxo-2-(piperidin-1-yl)ethyl)thio)imidazo[1,2-c]pyrimidine-8-nitrile